8-bromo-3-pyrrol-1-yl-imidazo[1,2-a]pyridin-2-amine BrC=1C=2N(C=CC1)C(=C(N2)N)N2C=CC=C2